FC=1C=C(COC=2C=C3N(C(N2)=O)C[C@@H]2N3COC2)C=C(C1OC1=CC(=NC=C1)C)F (S)-6-((3,5-difluoro-4-((2-methylpyridin-4-yl)oxy)benzyl)oxy)-10,10a-dihydro-1H-oxazolo[3',4':3,4]imidazo[1,2-c]pyrimidin-8(3H)-one